BrC(CN1C(N(C(N(C1=O)CC(CBr)Br)=O)CC(CBr)Br)=O)CBr 1,3,5-tris(2,3-dibromopropyl)-1,3,5-triazine-2,4,6-trione